2-(3,5-Dichloropyridin-2-yl)-2-methylpropanamide ClC=1C(=NC=C(C1)Cl)C(C(=O)N)(C)C